1-(2-cyano-6-fluorophenyl)-4-((4-(morpholine-4-carbonyl)phenyl)amino)-1H-pyrazole-3-carboxamide C(#N)C1=C(C(=CC=C1)F)N1N=C(C(=C1)NC1=CC=C(C=C1)C(=O)N1CCOCC1)C(=O)N